COC1=C(C=C(C=N1)C1=CC=C2C(=NNC2=C1)C(=O)NC)C(NC1CC(CCC1)C1=CC=CC=C1)=O 6-{6-methoxy-5-[(3-phenylcyclohexyl)carbamoyl]pyridin-3-yl}-N-methyl-1H-indazole-3-carboxamide